4-(difluoromethoxy)-3-iodo-1-methyl-1H-pyrazole FC(OC=1C(=NN(C1)C)I)F